1-Dodecyl-1-propylpyrrolidinium methansulfonat CS(=O)(=O)[O-].C(CCCCCCCCCCC)[N+]1(CCCC1)CCC